C[C@@H]1N[C@@H](CC(C1)=O)C=1N=NN(C1)C (2S,6S)-2-methyl-6-(1-methyltriazol-4-yl)piperidin-4-one